[Na+].N[C@@H]([C@@H](C)CC)C(=O)[O-] isoleucine sodium salt